N-benzyloxycarbonyl-1-aminocyclohexane-1-carboxylic acid C(C1=CC=CC=C1)OC(=O)NC1(CCCCC1)C(=O)O